O=C1OCC=2C(N(C=CC21)C2CCC1(CCN(CC1)C(=O)OC(C)(C)C)CC2)=O tert-butyl 9-(1,4-dioxo-1,4-dihydrofuro[3,4-c]pyridin-5(3H)-yl)-3-azaspiro[5.5]undecane-3-carboxylate